(R)-1-(2-(((1-acetylpiperidin-4-yl)methyl)amino)-8-(isopropylamino)pyrido[3,4-d]pyrimidine-6-yl)ethylbenzoate C(C)(=O)N1CCC(CC1)CNC=1N=CC2=C(N1)C(=NC(=C2)[C@@H](C)OC(C2=CC=CC=C2)=O)NC(C)C